3-(isopentyloxy)-1-phenyl-1H-benzo[g]indazole-4,5-dione C(CC(C)C)OC1=NN(C=2C3=C(C(C(C12)=O)=O)C=CC=C3)C3=CC=CC=C3